CN1N=C(C=C1)NC1=NN2C(C=C(C=C2)C=2C=C(C=NC2OC[C@@H]2CNCCO2)C#N)=C1 5-[2-[(1-methylpyrazol-3-yl)amino]pyrazolo[1,5-a]pyridin-5-yl]-6-[[(2S)-morpholin-2-yl]methoxy]pyridine-3-carbonitrile